4-(difluoromethyl)-N-[4-fluoro-5-[1-(5-formylpyrimidin-2-yl)-3,6-dihydro-2H-pyridin-4-yl]-2-[rac-(3R,5S)-3,4,5-trimethylpiperazin-1-yl]phenyl]-6-oxo-1H-pyridine-3-carboxamide FC(C=1C(=CNC(C1)=O)C(=O)NC1=C(C=C(C(=C1)C=1CCN(CC1)C1=NC=C(C=N1)C=O)F)N1C[C@H](N([C@H](C1)C)C)C)F |r|